ethyl 5-amino-1,2,4-triazole-3-carboxylate NC1=NC(=NN1)C(=O)OCC